CC1=C(OC(C(=O)O)C=C(CCl)Cl)C=CC(=C1)Cl 2-methyl-4-chlorophenoxy-2,3-dichloropropenyl-acetic acid